N,N'-tetra-isopropyl-ethylenediamine C(C)(C)N(CCN(C(C)C)C(C)C)C(C)C